N[C@@H]1C[C@@H](NC1)C(=O)O (2R,4R)-4-Amino-pyrrolidine-2-carboxylic acid